OC(C)(C)C1=NN(C=C1)C=1C(=NC=CC1)C#N 3-(3-(2-hydroxypropan-2-yl)-1H-pyrazol-1-yl)picolinonitrile